(E)-2-(2-((5-cyclopropyl-4-oxo-3-phenyl-4,5,6,7-tetrahydro-2H-pyrazolo[4,3-c]pyridin-2-yl)methyl)-3-fluoroallyl)isoindoline-1,3-dione C1(CC1)N1C(C=2C(CC1)=NN(C2C2=CC=CC=C2)C\C(\CN2C(C1=CC=CC=C1C2=O)=O)=C\F)=O